tert-butyl (2-(6-chloro-6'-cyano-2,2'-difluoro-3'-(2-methoxyethoxy)-[1,1'-biphenyl]-3-yl)-2-phenylethyl)carbamate ClC1=CC=C(C(=C1C1=C(C(=CC=C1C#N)OCCOC)F)F)C(CNC(OC(C)(C)C)=O)C1=CC=CC=C1